yttrium tris(tetramethylpimeloate) CC(C(C(=O)[O-])(C)C)(CCCC(=O)[O-])C.CC(C(C(=O)[O-])(C)C)(CCCC(=O)[O-])C.CC(C(C(=O)[O-])(C)C)(CCCC(=O)[O-])C.[Y+3].[Y+3]